COC(C(C(C)C)C1=CC(=NO1)N1CCC(CC1)OC1CCC(CC1)OC1=NC=CC(=C1)N1C2CN(CC1CC2)C(=O)OC(C)(C)C)=O tert-Butyl 8-(2-(((1r,4r)-4-((1-(5-(1-methoxy-3-methyl-1-oxobutan-2-yl)isoxazol-3-yl)piperidin-4-yl)oxy)cyclohexyl)oxy)pyridin-4-yl)-3,8-diazabicyclo[3.2.1]octane-3-carboxylate